COC(=O)C1=CC(N(C=C1)C[C@H](C)NC(=O)OC(C)(C)C)=O (S)-1-(2-((tert-Butoxycarbonyl)amino)propyl)-2-oxo-1,2-dihydropyridine-4-carboxylic acid methyl ester